ClC1=C(C(=O)N2COC3=C(C2)C=CC=C3C3=CC(=C(C(=O)O)C=C3F)N3CCOCC3)C(=CC(=C1)C=1C=NN(C1)C[C@H](COC)O)Cl 4-[3-[2,6-Dichloro-4-[1-[(2R)-2-hydroxy-3-methoxypropyl]pyrazol-4-yl]benzoyl]-2,4-dihydro-1,3-benzoxazin-8-yl]-5-fluoro-2-morpholin-4-ylbenzoic acid